C(C)(=O)O[C@H]1/C=C/[C@@H]([C@H](OC(C[C@H](CC[C@]1(C)O)O)=O)\C(\C)=C\C=C\C(CCC1=CC=CC=C1)C)C [(2S,3S,4E,6S,7S,10S)-7,10-dihydroxy-3,7-dimethyl-2-[(2E,4E)-6-methyl-8-phenylocta-2,4-dien-2-yl]-12-oxo-1-oxacyclododec-4-en-6-yl] acetate